C(C)(=O)OCCCCCCCCCC=CC 10-dodecenyl acetate